4-[3-(azetidin-3-yl)propoxy]-2-(2,6-dioxopiperidin-3-yl)isoindole-1,3-dione N1CC(C1)CCCOC1=C2C(N(C(C2=CC=C1)=O)C1C(NC(CC1)=O)=O)=O